2-(phosphonomethyl)pentane-1,5-dioic acid P(=O)(O)(O)CC(C(=O)O)CCC(=O)O